1,3-dimethyl-imidazolidine CN1CN(CC1)C